(S)-3-(3-((1,1-dioxidospiro[benzo[b][1,4,5]oxathiazepine-4,3'-oxetan]-2(3H)-yl)methyl)-4-methylphenyl)-3-(8-methyl-3-(trifluoromethyl)-[1,2,4]triazolo[4,3-a]pyridin-7-yl)propanoate O=S1(C2=C(OC3(COC3)CN1CC=1C=C(C=CC1C)[C@H](CC(=O)[O-])C1=C(C=3N(C=C1)C(=NN3)C(F)(F)F)C)C=CC=C2)=O